NC[C@H]1N(C[C@@H](C1)N=[N+]=[N-])C(=O)OC(C)(C)C tert-butyl (2S,4R)-2-(aminomethyl)-4-azidopyrrolidine-1-carboxylate